6-(4-(3-chloro-4-fluorophenyl)-1-(3-hydroxy-3-methylbutyl)-1H-imidazol-5-yl)imidazo[1,2-b]pyridazine-3-carboxamide ClC=1C=C(C=CC1F)C=1N=CN(C1C=1C=CC=2N(N1)C(=CN2)C(=O)N)CCC(C)(C)O